5-methyl-2-phenylthiazol-4(5H)-one-3-d CC1C(N(C(S1)C1=CC=CC=C1)[2H])=O